BrC1=CSC=2C1=NC(=CC2O)C 3-bromo-5-methylthieno[3,2-b]pyridin-7-ol